4-[6-(2-oxo-1,2-dihydropyridin-1-yl)pyrazolo[1,5-a]pyrimidin-3-yl]-N-(pentan-3-yl)thiophene-2-carboxamide O=C1N(C=CC=C1)C=1C=NC=2N(C1)N=CC2C=2C=C(SC2)C(=O)NC(CC)CC